C(CCNC([C@H](O)C(C)(C)CO)=O)(=O)[O-] Pantothenoate